3-Methoxypropyl-amine COCCCN